ClC1=C(C=CC=C1)S(=O)(=O)NC1=NC(=C(C=C1)C=1C=C2C=NC(=NC2=C(C1)C)F)OC 2-chloro-N-(5-(2-fluoro-8-methylquinazolin-6-yl)-6-methoxypyridin-2-yl)benzenesulfonamide